C(C)(C)C=1C(=NNC1C=1C=C(C=2N(C1)N=CN2)OC)C=2SC(=CN2)N2[C@@H](CNCC2)C (R)-2-(4-isopropyl-5-(8-methoxy-[1,2,4]triazolo[1,5-a]pyridin-6-yl)-1H-pyrazol-3-yl)-5-(2-methylpiperazin-1-yl)thiazole